(R)-Methyl 2-(4-chloro-2-(2,4-dimethoxybenzyl)-7-fluoro-3-oxo-2,3-dihydro-1H-pyrrolo[3,4-c]pyridin-6-ylamino)-4-methylpentanoate ClC1=NC(=C(C2=C1C(N(C2)CC2=C(C=C(C=C2)OC)OC)=O)F)N[C@@H](C(=O)OC)CC(C)C